(1-cyclohexyl-5-phenyl-1H-imidazol-2-yl)(phenyl)methanone C1(CCCCC1)N1C(=NC=C1C1=CC=CC=C1)C(=O)C1=CC=CC=C1